2-cyclohexylidene-2-(3-methoxyphenyl)acetonitrile C1(CCCCC1)=C(C#N)C1=CC(=CC=C1)OC